FC=1C=C(C=CC1F)N1N(C(CC1=O)C(=O)NCCN(C)C)C1=NC(=CC(=C1)C(F)(F)F)C (3,4-difluorophenyl)-N-(2-(dimethylamino)ethyl)-2-(6-methyl-4-(trifluoromethyl)pyridin-2-yl)-5-oxopyrazolidine-3-carboxamide